octyl-guanidine acetate C(C)(=O)O.C(CCCCCCC)NC(=N)N